4-(ISOPROPYLAMINO)PHENYLBORONIC ACID C(C)(C)NC1=CC=C(C=C1)B(O)O